1-[(2R,4R)-2-methyloxan-4-yl]-2-{[1-(oxetan-3-yl)-1H-pyrazol-4-yl]methyl}-1H-imidazo[4,5-c]quinoline-8-carbonitrile C[C@H]1OCC[C@H](C1)N1C(=NC=2C=NC=3C=CC(=CC3C21)C#N)CC=2C=NN(C2)C2COC2